C1(CC2C(CC1)O2)CC[Si](O[Si](C)(C)C)(O[Si](C)(C)C)C 3-[2-(3,4-epoxycyclohexyl)ethyl]-1,1,1,3,5,5,5-heptamethyltrisiloxane